methyl 3-((3-bromo-4-fluorophenyl)(2-ethyl-6-methylphenyl)amino)-3-carbonylpropionate BrC=1C=C(C=CC1F)N(C(CC(=O)OC)=C=O)C1=C(C=CC=C1C)CC